(3S,4S)-tert-butyl 3-((6-(6-chloropyrazolo[1,5-a]pyrimidin-3-yl)pyridin-2-yl)amino)-4-fluoropyrrolidine-1-carboxylate ClC=1C=NC=2N(C1)N=CC2C2=CC=CC(=N2)N[C@H]2CN(C[C@@H]2F)C(=O)OC(C)(C)C